(R)-9-methyl-6-oxo-6,7,8,9-tetrahydropyrido[3',2':4,5]pyrrolo[1,2-a]pyrazine-2-carboxylic acid C[C@@H]1CNC(C=2N1C1=C(C2)C=CC(=N1)C(=O)O)=O